((ethoxy carbonyl)(isopentyl)amino)propanoate C(C)OC(=O)N(CCC(C)C)C(C(=O)[O-])C